CC1=CC=C(C=C1)S(=O)(=O)O[C@@H]1C[C@@H](O[C@@H](C1)C1=CC=C(C=C1)\C=C\C(=O)C1=CC=C(C=C1)Cl)C1=CC=C(C=C1)Cl [(2R,4S,6S)-2-(4-Chlorophenyl)-6-[4-[(E)-3-(4-chlorophenyl)-3-oxoprop-1-enyl]phenyl]oxan-4-yl] 4-methylbenzenesulfonate